2-((2S,4S)-5-chloro-6-fluoro-2-(((3-(2-hydroxypropan-2-yl)cyclobutyl)amino)methyl)-2-phenyl-2,3-dihydrobenzofuran-4-yl)-4-(difluoromethoxy)-3-fluorobenzamide ClC=1C(=CC2=C(C[C@](O2)(C2=CC=CC=C2)CNC2CC(C2)C(C)(C)O)C1C1=C(C(=O)N)C=CC(=C1F)OC(F)F)F